OCCCC(=O)NC1=C(C=CC(=C1)[N+](=O)[O-])N1CCN(CC1)C(C)C 4-hydroxy-N-[2-(4-isopropylpiperazin-1-yl)-5-nitrophenyl]butanamide